5-amino-2-chloro-4-fluoro-N-(4-fluoro-5-(4-(morpholine-4-carbonyl)-1H-1,2,3-triazol-1-yl)-2-((3S,5R)-3,4,5-trimethylpiperazin-1-yl)phenyl)-3-methylbenzamide NC=1C(=C(C(=C(C(=O)NC2=C(C=C(C(=C2)N2N=NC(=C2)C(=O)N2CCOCC2)F)N2C[C@@H](N([C@@H](C2)C)C)C)C1)Cl)C)F